tolyl cyanoacetate C(#N)CC(=O)OC1=C(C=CC=C1)C